2-dimethylaminoethyl methacrylate ethyl-sulfate C(C)OS(=O)(=O)O.C(C(=C)C)(=O)OCCN(C)C